2-(4,4-difluoropiperidin-1-yl)-5-phenyl-N-(2-sulfamoylpyridin-4-yl)nicotinamide potassium tri-bromide [Br-].[Br-].[Br-].[K+].FC1(CCN(CC1)C1=C(C(=O)NC2=CC(=NC=C2)S(N)(=O)=O)C=C(C=N1)C1=CC=CC=C1)F.[K+].[K+]